ClC1=C2NC(C(NC2=C(C=C1)OC)=S)(C)C 5-chloro-8-methoxy-3,3-dimethyl-3,4-dihydroquinoxaline-2(1H)-thione